C1(CC1)C#CCC(C(=O)NC=1C=NC2=C(C=CC=C2C1)F)CC(F)(F)F 5-cyclopropyl-N-(8-fluoro-3-quinolyl)-2-(2,2,2-trifluoroethyl)pent-4-ynamide